2-(o-tolyl)-1-oxido-3-(trifluoromethyl)pyridin-1-ium C1(=C(C=CC=C1)C1=[N+](C=CC=C1C(F)(F)F)[O-])C